tert-butyl 6-((4-methoxybenzyl) thio)-1H-pyrrolo[3,2-b]pyridine-1-carboxylate COC1=CC=C(CSC=2C=C3C(=NC2)C=CN3C(=O)OC(C)(C)C)C=C1